(S)-2-amino-3-(4-(1-(methylsulfonyl)piperidin-4-yl)phenyl)propanoic acid N[C@H](C(=O)O)CC1=CC=C(C=C1)C1CCN(CC1)S(=O)(=O)C